C(#N)C1=CC=C(C=C1)C(C(=O)O)(F)F 2-(4-cyanophenyl)-2,2-difluoroacetic acid